C1(=CC=CC=C1)C1=NC(=CC(=C1)B1OC(C)(C)C(C)(C)O1)C1=CC=CC=C1 2,6-bisphenyl-pyridin-4-ylboronic acid pinacol ester